2-chloro-6-trichloromethylpyridine ClC1=NC(=CC=C1)C(Cl)(Cl)Cl